[Cl-].[I-].CC1=C(NC(=N)N)C=C(C(=C1)C)S(=O)(=O)C 2,4-dimethyl-5-(methylsulfonyl)anilineformamidine iodide chloride